5-chloro-2-{4-[(2-methoxy-2-methylpropyl)amino]pyrido[3,4-d]pyridazin-1-yl}phenol ClC=1C=CC(=C(C1)O)C1=C2C(=C(N=N1)NCC(C)(C)OC)C=NC=C2